OCC=1C=CC(N(N1)C)=O 6-(hydroxymethyl)-2-methyl-2,3-dihydropyridazin-3-one